C(C)(C)(C)OC(=O)O[C@H]1C([C@@H](O[C@@H]1CO)N1C(N=C(C=C1)NC([O-])=O)=O)(F)F (1-((2R,4R,5R)-4-((tert-butoxycarbonyl)oxy)-3,3-difluoro-5-(hydroxymethyl)tetrahydrofuran-2-yl)-2-oxo-1,2-dihydropyrimidin-4-yl)carbamate